C(=C)(C)C1CC=C(C(C1)=O)C 5-isopropenyl-2-methyl-cyclohex-2-en-1-one